(trans)-4-tert-butyloxycarbonyl-aminocyclohexanecarboxylic acid C(C)(C)(C)OC(=O)C1CCC(CC1)(C(=O)O)N